7-isopropyl-2-methanesulfinylimidazo[4,3-f][1,2,4]triazine C(C)(C)C1=NC=C2C=NC(=NN21)S(=O)C